3-(3-phenylpropyl)-5-[(2S)-1-cyclohexylsulfonyl-pyrrolidin-2-yl]-1,2,4-oxadiazole C1(=CC=CC=C1)CCCC1=NOC(=N1)[C@H]1N(CCC1)S(=O)(=O)C1CCCCC1